2-(5-chloro-2,3,7,8-tetraphenylbenzo[de]chromen-9-yl)-1,4,5,6-tetrahydropyrimidine ClC=1C=C2C3=C(C(=C(OC3=C(C(=C2C2=CC=CC=C2)C2=CC=CC=C2)C=2NCCCN2)C2=CC=CC=C2)C2=CC=CC=C2)C1